2-cyclopropyl-N-(4-(ethylsulfonyl)benzyl)-1-(3-methoxy-5-(trifluoromethoxy)benzyl)-1H-benzo[d]imidazole-5-carboxamide C1(CC1)C1=NC2=C(N1CC1=CC(=CC(=C1)OC(F)(F)F)OC)C=CC(=C2)C(=O)NCC2=CC=C(C=C2)S(=O)(=O)CC